3-bromo-7-(5-fluoropyrimidin-2-yl)oxy-1-(4,4,4-trifluorobutyl)indazole BrC1=NN(C2=C(C=CC=C12)OC1=NC=C(C=N1)F)CCCC(F)(F)F